C(CCCC)C(COC(CCCCN(C(OCCN(CCOC(N(CCCCC(=O)OCC(CCCCC)CCCCC)CCCCCCCC)=O)CCCN(CC)CC)=O)CCCCCCCC)=O)CCCCC bis(2-pentylheptyl)-11-(3-(diethylamino)propyl)-6,16-dioctyl-7,15-dioxo-8,14-dioxa-6,11,16-triazahenicosanedioate